[5-[5-[2-(cyclopropanecarbonylamino)imidazo[1,2-a]pyridin-5-yl]-3-pyridyl]-2-furyl]phosphonic acid C1(CC1)C(=O)NC=1N=C2N(C(=CC=C2)C=2C=C(C=NC2)C2=CC=C(O2)P(O)(O)=O)C1